C(#N)C1=CC(=C(CSC2=C(C=CC(=N2)C=2CCN(CC2)CC2=NC3=C(N2C=C2OCC2)C=C(C=C3)C(=O)O)F)C=C1)F (S)-2-((6-(4-cyano-2-fluorobenzyl)thio-5-fluoro-3',6'-dihydro-[2,4'-bipyridine]-1'(2'H)-yl)methyl)-1-(oxetanyl-2-ylmethyl)-1H-benzo[d]imidazole-6-carboxylic acid